NC1=NC=CC(=C1)CNC1=C(C(N(C(C1)(C)C)C)=O)C(NC1=C(C=CC=C1)F)=S 4-{[(2-aminopyridin-4-yl)methyl]amino}-N-(2-fluorophenyl)-1,6,6-trimethyl-2-oxo-1,2,5,6-tetrahydropyridine-3-carbothioamide